ClC=1C(=CC(=C(C1)N1C(C=CC2=CC(=CC=C12)S(=O)(=O)NC1=NOC=C1)=O)OC)[C@@H]1C[C@H](C1)C(F)(F)F trans-(P)-1-(5-chloro-2-methoxy-4-(3-(trifluoromethyl)cyclobutyl)phenyl)-N-(isoxazol-3-yl)-2-oxo-1,2-dihydroquinoline-6-sulphonamide